(S)-2-aminopropionic acid methyl ester hydrochloride Cl.COC([C@H](C)N)=O